FC1=C2C(NC(C2=CC=C1)=O)=O (E)-4-fluoro-isoindole-1,3-dione